O=C1C=C(N=CN1CCC1=CC=CC=C1)C(=O)N 6-oxo-1-phenethyl-1,6-dihydropyrimidine-4-carboxamide